6-[(6-methylpyridine-2-carbonyl)amino]-1,3-benzothiaAzole-5-carboxylic acid methyl ester COC(=O)C=1C(=CC2=C(N=CS2)C1)NC(=O)C1=NC(=CC=C1)C